2-[1-(2-Difluoromethyl-pyridin-4-yl)-azetidin-3-yl]-1-(4-difluoromethyl-3,6,7,8-tetrahydro-1H-2,5-diaza-as-indacen-2-yl)-ethanone FC(C1=NC=CC(=C1)N1CC(C1)CC(=O)N1CC2=C3CCCC3=NC(=C2C1)C(F)F)F